(1S,5R,6S)-6-amino-5-(3,5-dichloro-7-((thiophen-2-ylmethyl)amino)thieno[3,2-b]pyridin-2-yl)cyclohex-2-en-1-ol N[C@H]1[C@@H](CC=C[C@@H]1O)C1=C(C2=NC(=CC(=C2S1)NCC=1SC=CC1)Cl)Cl